N=1CCCC1C=1C=CC(=NC1)C 5-(3,4-dihydro-2H-pyrrole-5-yl)-2-methylpyridine